C/C(/C=O)=C\C(CC=C(C)C)C (E)-2,4,7-trimethylocta-2,6-dienal